N[C@@H](C(=O)N)CCC=1N=NN(C1)CC(CO)(COCC(CO)CO)COCC(CO)CO (R)-2-amino-4-(1-(3-hydroxy-2,2-bis((3-hydroxy-2-(hydroxymethyl)propoxy)methyl)propyl)-1H-1,2,3-triazol-4-yl)butanamide